CC1CCC2=NC=C(C=C2S1)N 2-methyl-3,4-dihydro-2H-thiopyrano[3,2-b]pyridin-7-amine